(7-(4-(4-(benzo[b]thiophen-4-yl)piperazin-1-yl)butoxy)-2-oxoquinolin-1(2H)-yl)methyl 4-methylpiperazine-1-carboxylate CN1CCN(CC1)C(=O)OCN1C(C=CC2=CC=C(C=C12)OCCCCN1CCN(CC1)C1=CC=CC=2SC=CC21)=O